3-(cyanomethyl)azetidine-1-carboxylic acid tert-butyl ester C(C)(C)(C)OC(=O)N1CC(C1)CC#N